N-ethyl-5-fluoro-2-((5-(2-((R)-6-(((S)-1-hydroxy-3-methoxyprop-2-yl)amino)-2-methylhex-3-yl)-2,6-diazaspiro[3.4]oct-6-yl)-1,2,4-triazin-6-yl)oxy)-N-isopropylbenzamide C(C)N(C(C1=C(C=CC(=C1)F)OC1=C(N=CN=N1)N1CC2(CN(C2)[C@@H](C(C)C)CCCN[C@@H](CO)COC)CC1)=O)C(C)C